bis[2-(2-benzoxazolyl)phenoxide] zinc [Zn+2].O1C(=NC2=C1C=CC=C2)C2=C([O-])C=CC=C2.O2C(=NC1=C2C=CC=C1)C1=C([O-])C=CC=C1